NC1=CC=C(CN(CC2=CC=C(C=C2)N)CC2=CC=C(N)C=C2)C=C1 4-((bis(4-aminobenzyl)amino)methyl)aniline